methyl (2R,4R)-1-benzyl-4-hydroxy-pyrrolidine-2-carboxylate C(C1=CC=CC=C1)N1[C@H](C[C@H](C1)O)C(=O)OC